COCC1=CC(=CC2=C1N=CN2COCC[Si](C)(C)C)C(=O)O 7-(methoxymethyl)-3-(2-trimethylsilylethoxymethyl)benzimidazole-5-carboxylic acid